BrC1=CC=C2C3=C(N(C2=C1)C1C(NC(CC1)=O)=O)N=CC=C3 3-(7-bromo-9H-pyrido[2,3-b]indol-9-yl)piperidine-2,6-dione